C(CC)OC(C=C)=O.C(C=C)(=O)N acrylamide Propyl-acrylate